FC(C(=O)O)(F)F.CC(C)[C@H]1CN(CCN1)C=1N=NC(=CN1)C1=C(C=C(C=C1)C=1SC2=NC=CC=C2N1)O 2-{3-[(3S)-3-(prop-2-yl)piperazin-1-yl]-1,2,4-triazin-6-yl}-5-([1,3]thiazolo[5,4-b]pyridin-2-yl)phenol trifluoroacetate